C1(CCCCCCCCC(=O)OCCO1)=O 1,2-ethylene sebacate